mono-cetyl phosphate P(=O)(OCCCCCCCCCCCCCCCC)([O-])[O-]